3-[5-({5-[6-Cyclopropyl-5-(trifluoromethyl)pyridin-3-yl]-7-({[1-(methoxymethyl)cyclopentyl]methyl}(methyl)amino)-1H-imidazo[4,5-b]pyridin-2-yl}carbamoyl)pyridin-2-yl]propanoic acid C1(CC1)C1=C(C=C(C=N1)C1=CC(=C2C(=N1)N=C(N2)NC(=O)C=2C=CC(=NC2)CCC(=O)O)N(C)CC2(CCCC2)COC)C(F)(F)F